C1(CC1)CN1C(NC2=NC=C(C=C21)C2=CC(=CC=C2)N(C)C)=O 1-(cyclopropylmethyl)-6-[3-(dimethylamino)phenyl]-3H-imidazo[4,5-b]pyridin-2-one